3-(3-(but-3-yn-1-yl)-3H-diazirin-3-yl)-1-(4-((4-(thiophen-2-yl)thiazol-2-yl)methyl)piperazin-1-yl)propan-1-one C(CC#C)C1(N=N1)CCC(=O)N1CCN(CC1)CC=1SC=C(N1)C=1SC=CC1